2,6-dibromonaphthalene-d6 BrC1=C(C=2C(=C(C(=C(C2C(=C1[2H])[2H])[2H])Br)[2H])[2H])[2H]